2-(2,6-dioxopiperidin-3-yl)-5-(((S)-1-((1-(2-(4-(1-(4-hydroxyphenyl)-2-Phenylbut-1-en-1-yl)phenoxy)ethyl)piperidin-4-yl)methyl)piperidin-3-yl)amino)isoindoline-1,3-dione O=C1NC(CCC1N1C(C2=CC=C(C=C2C1=O)N[C@@H]1CN(CCC1)CC1CCN(CC1)CCOC1=CC=C(C=C1)C(=C(CC)C1=CC=CC=C1)C1=CC=C(C=C1)O)=O)=O